C(C)OC(CC=1C=NC=C(C1)OCC1=CC=CC=C1)=O 2-(5-(benzyloxy)pyridin-3-yl)acetic acid ethyl ester